C(C)(C)(C)N[SiH](C)C tert-butylaminodimethylsilane